1-fluoro-2-vinyl-benzene FC1=C(C=CC=C1)C=C